C(C)(C)(C)C1=CC(=NC=C1)Br 4-tertiary butyl-2-bromopyridine